N1=CC=C(C=C1)C=1N=NC(=CN1)C1=CC=NC=C1 3,6-bis(4-pyridyl)-1,2,4-triazine